1,2-di-erucyl-sn-glycero-3-phosphate C(CCCCCCCCCCC\C=C/CCCCCCCC)OC[C@@H](OCCCCCCCCCCCC\C=C/CCCCCCCC)COP(=O)(O)O